(3,5-difluorophenyl)-5,5-difluoro-3-(trifluoromethyl)-4,5,6,7-tetrahydro-1H-indazole FC=1C=C(C=C(C1)F)N1N=C(C=2CC(CCC12)(F)F)C(F)(F)F